ClC1=CC=C(C=C1)N1C=NC=2C1=NC(=CC2)C=2C=CC(=NC2)OCCCN(C)C 3-((5-(3-(4-chlorophenyl)-3H-imidazo[4,5-b]pyridin-5-yl)pyridin-2-yl)oxy)-N,N-dimethylpropan-1-amine